tert-butyl 5-bromo-3-cyano-2-cyclopropylpyrrolo[3,2-b]pyridine-1-carboxylate BrC1=CC=C2C(=N1)C(=C(N2C(=O)OC(C)(C)C)C2CC2)C#N